ClCCC/C=C/CCCCCC(OCCCCCCC)OCCCCCCC (7E)-11-chloro-1,1-diheptyloxy-7-undecene